(E)-N'-(3-bromo-6-methyl-pyridine-2-yl)-N,N-dimethylformamidine BrC=1C(=NC(=CC1)C)/N=C/N(C)C